CS(=O)(=O)O[C@H]1CN(CC1)C(C)=O (R)-3-(methylsulfonyloxy)-1-acetylpyrrolidine